CC1(CC1)CNC=1N=CC2=C(N1)NC=C2C=2C=CC=1N(N2)C(=CN1)C N-((1-methylcyclopropyl)methyl)-5-(3-methylimidazo[1,2-b]pyridazin-6-yl)-7H-pyrrolo[2,3-d]pyrimidin-2-amine